3-(4-(((4-methoxyphenethyl)(5-nitrobenzo[d]thiazol-2-yl)amino)-methyl)phenyl)propiolic acid COC1=CC=C(CCN(C=2SC3=C(N2)C=C(C=C3)[N+](=O)[O-])CC3=CC=C(C=C3)C#CC(=O)O)C=C1